4-AMINO-2,4-DIMETHYL-PENTANOIC ACID NC(CC(C(=O)O)C)(C)C